(adamantan-1-yl)-4-(carbazol-9-yl)-1-isopropylbenzimidazol-2-amine C12(CC3CC(CC(C1)C3)C2)C2=C(C3=C(N(C(=N3)N)C(C)C)C=C2)N2C3=CC=CC=C3C=3C=CC=CC23